i-propyltrichlorosilane C(C)(C)[Si](Cl)(Cl)Cl